N,N-bis(2-hydroxyethyl)-4-nitrophenylalanine OCCN([C@@H](CC1=CC=C(C=C1)[N+](=O)[O-])C(=O)O)CCO